4-quinolyl acetate C(C)(=O)OC1=CC=NC2=CC=CC=C12